FC1([C@@H](CN(CC1)C1=CC2=C(N=C3N(C2=O)CCC3)C(=N1)C1=C(C=C(C=C1)F)F)C1=CC(=NC=C1)C)F |o1:2| (R or S)-3-(4,4-difluoro-3-(2-methylpyridin-4-yl)piperidin-1-yl)-1-(2,4-difluorophenyl)-8,9-dihydropyrido[3,4-d]pyrrolo[1,2-a]pyrimidin-5(7H)-one